C(C=CCCCCCCCCCCCCCCC)(=O)C(O)[C@@H](O)CO octadecenoyl-sn-glycerol